N6-methyl-O2'-methyl-adenosine CNC=1C=2N=CN([C@H]3[C@H](OC)[C@H](O)[C@@H](CO)O3)C2N=CN1